(S)-5-(3-(difluoromethyl)-6-(2-hydroxy-6-methyl-4-(trifluoromethyl)phenyl)-2H-pyrazolo[3,4-b]pyridin-2-yl)-1-methylpiperidin-2-one FC(C=1N(N=C2N=C(C=CC21)C2=C(C=C(C=C2C)C(F)(F)F)O)[C@H]2CCC(N(C2)C)=O)F